Ethyl rac-(4aR*,7aS*)-1-(2,4-dimethoxybenzyl)-2,4-dioxooctahydro-1H-cyclopenta[b]pyridine-3-carboxylate COC1=C(CN2[C@@H]3[C@H](C(C(C2=O)C(=O)OCC)=O)CCC3)C=CC(=C1)OC |r|